N-(3-(2-(2-Aminopyridin-3-yl)-3-(4-((4-(6-cyanopyridin-3-yl)piperazin-1-yl)methyl)phenyl)-3H-imidazo[4,5-b]pyridin-5-yl)phenyl)acetamide NC1=NC=CC=C1C1=NC=2C(=NC(=CC2)C=2C=C(C=CC2)NC(C)=O)N1C1=CC=C(C=C1)CN1CCN(CC1)C=1C=NC(=CC1)C#N